FC=1C=C(C=C(C1)F)[C@@H]1CCC2=NN(C(N21)=O)[C@@H]2C[C@H](C2)OC2=CC=C(C=N2)C#N 6-({trans-3-[(5S)-5-(3,5-difluorophenyl)-3-oxo-6,7-dihydro-3H-pyrrolo[2,1-c][1,2,4]triazol-2(5H)-yl]cyclobutyl}oxy)pyridine-3-carbonitrile